5-isopropyl-3,8-dimethyl-azulene-1-yl-(4-aminophenyl)sulfane C(C)(C)C1=CC2=C(C=C(C2=C(C=C1)C)SC1=CC=C(C=C1)N)C